2-(3-bromo-4-(chloromethyl)phenyl)-1-isopropyl-4-(trifluoromethyl)-1H-imidazole BrC=1C=C(C=CC1CCl)C=1N(C=C(N1)C(F)(F)F)C(C)C